2-(2-amino-6-methoxy-9H-purin-9-yl)-5-(hydroxymethyl)-3-methyltetrahydro-furan-3,4-diol NC1=NC(=C2N=CN(C2=N1)C1OC(C(C1(O)C)O)CO)OC